C(C)OC(\C(=C/OCC)\C(C1=C(C=C(C(=C1)C)Br)F)=O)=O (Z)-2-(4-bromo-2-fluoro-5-methylbenzoyl)-3-ethoxyacrylic acid ethyl ester